2-amino-5-(trifluoromethyl)-benzoic acid methyl ester COC(C1=C(C=CC(=C1)C(F)(F)F)N)=O